BrC1=CC(=C(C=C1F)NS(=O)(=O)C=1C=NN2C1C=CC(=C2)N(C(C)=O)C)F N-(3-(N-(4-bromo-2,5-difluorophenyl)sulfamoyl)pyrazolo[1,5-a]pyridin-6-yl)-N-methylacetamide